N,N'-bis(2,6-dimethylphenyl)carbodiimide CC1=C(C(=CC=C1)C)N=C=NC1=C(C=CC=C1C)C